CC1=CC2=C(C3=CC=CC=C3C(=C2C=C1)OCCCCCCC)OCCCCCCC 2-methyl-9,10-bis(n-heptanyloxy)anthracene